CN(CCN(C)C)C N,N,N',N'-tetramethylethylene-diamine